C1NC(CC2=CC=CC=C12)C(=O)[O-].[Na+] sodium 1,2,3,4-tetrahydroisoquinoline-3-formate